ClC=1C=C(C=CC1)N1N=C(C=2C1=NC=NC2N2[C@H](CN(CC2)C(=O)OC(C)(C)C)C)C2CCOCC2 tert-Butyl (S)-4-(1-(3-chlorophenyl)-3-(tetrahydro-2H-pyran-4-yl)-1H-pyrazolo[3,4-d]pyrimidin-4-yl)-3-methylpiperazine-1-carboxylate